NCCCC(CCNC1CCCCC1)N (3-Aminopropyl)-N3-Cyclohexyl-1,3-propanediamine